N-[1-(1-benzothiophen-3-yl)ethyl]-6,7-dimethoxy-2-methylquinazolin-4-amine S1C=C(C2=C1C=CC=C2)C(C)NC2=NC(=NC1=CC(=C(C=C21)OC)OC)C